N1C=CC=CC=C1C(=O)N Azepine-7-carboxamide